NC=1C=C(C#N)C=CC1 3-Aminobenzonitrile